4-(2-(4-methoxybenzyl)-2H-tetrazol-5-yl)aniline COC1=CC=C(CN2N=C(N=N2)C2=CC=C(N)C=C2)C=C1